N,N'-dioctyldiethylenetriamine C(CCCCCCC)NCCN(CCN)CCCCCCCC